N-(4-(isopropoxymethyl)pyridin-2-yl)-5-(pyridin-4-yl)thiazolo[5,4-b]pyridin-2-amine C(C)(C)OCC1=CC(=NC=C1)NC=1SC2=NC(=CC=C2N1)C1=CC=NC=C1